Methyl (6-(2-((3S,8aR)-7-(3-chloro-2-fluoro-6-(1H-tetrazol-1-yl)phenyl)-5-oxo-1,2,3,5,8,8a-hexahydroindolizin-3-yl)-1H-imidazol-5-yl)pyridin-3-yl)carbamate ClC=1C(=C(C(=CC1)N1N=NN=C1)C1=CC(N2[C@@H](CC[C@@H]2C1)C=1NC(=CN1)C1=CC=C(C=N1)NC(OC)=O)=O)F